(8S)-N-[(1r,5S)-3-(2-methoxy-4-pyridinyl)-3-azabicyclo[3.2.1]oct-8-yl]-8-(2,3,4-trifluorophenyl)-6,8-dihydro-5H-[1,2,4]triazolo[5,1-c][1,4]oxazin-2-amine COC1=NC=CC(=C1)N1C[C@H]2CC[C@@H](C1)C2NC2=NN1C([C@@H](OCC1)C1=C(C(=C(C=C1)F)F)F)=N2